cyclopentyl-(2S)-2-[[(2R)-2-[(1S)-1-hydroxy-2-(hydroxyamino)-2-oxoethyl]-4-methylpentanoyl]amino]-2-phenylacetic acid C1(CCCC1)[C@@](C(=O)O)(C1=CC=CC=C1)NC([C@H](CC(C)C)[C@@H](C(=O)NO)O)=O